C1(=CC=CC=C1)NCC(C)N N-phenyl-propylenediamine